(1E,6E)-1,7-bis(4-(2-aminoethoxy)-3-methoxyphenyl)hepta-1,6-diene-3,5-dione hydrochloride Cl.NCCOC1=C(C=C(C=C1)\C=C\C(CC(\C=C\C1=CC(=C(C=C1)OCCN)OC)=O)=O)OC